ClC1=C(C=CC=C1)Cl ortho-dichloro-benzene